(S)-2-chloro-N-(4-(8-ethyl-2-(piperidin-3-ylamino)quinazolin-6-yl)-2-fluorophenyl)benzene-sulfonamide ClC1=C(C=CC=C1)S(=O)(=O)NC1=C(C=C(C=C1)C=1C=C2C=NC(=NC2=C(C1)CC)N[C@@H]1CNCCC1)F